3-hydroxyphenylacetic acid (3-hydroxyphenylacetate) OC=1C=C(C=CC1)CC(=O)O.OC=1C=C(C=CC1)CC(=O)O